CC(CCCC(=O)O)CC(C)C 5,7-dimethyl-octanoic acid